(S)-4-(2-methylphenyl)-5,5-dimethyloxazolidinone CC1=C(C=CC=C1)[C@@H]1NC(OC1(C)C)=O